C(C=C)(=O)N1[C@@H](C[C@H](C1)F)COC=1C(=NC=NC1N)C=1C(=C(C=C(C1)F)NC(C1=C(C=C(C=C1)C1CC1)F)=O)C N-(3-(5-(((2S,4R)-1-propenoyl-4-fluoropyrrolidin-2-yl)methoxy)-6-aminopyrimidin-4-yl)-5-fluoro-2-methylphenyl)-4-cyclopropyl-2-fluorobenzamide